NC=1SC2=C(N1)C(=CC(=C2)C=2C(CC(NN2)=O)C)Cl 6-(2-amino-4-chlorobenzo[d]thiazol-6-yl)-5-methyl-4,5-dihydropyridazin-3(2H)-one